(+/-)-4-(3-(2-chlorophenyl)-6-methylene-1,4-oxazepan-4-yl)-6-methylpyrimidin-2-amine ClC1=C(C=CC=C1)[C@@H]1COCC(CN1C1=NC(=NC(=C1)C)N)=C |r|